1-(5-(6-(pyrrolidin-1-yl)pyrazin-2-yl)-1,3,4-thiadiazol-2-yl)ethan-1-ol N1(CCCC1)C1=CN=CC(=N1)C1=NN=C(S1)C(C)O